FC(C1=CC=CC2=CC=CC=C12)(F)F 1-(trifluoromethyl)naphthalene